NC=1C(=NC=C(C1)Cl)N1C(CN(CC1)C(=O)C=1C=C(C(=O)O)C=CC1)C1=CC=C(C=C1)Cl 3-(4-(3-amino-5-chloropyridin-2-yl)-3-(4-chlorophenyl)piperazine-1-carbonyl)benzoic acid